C12(CC3CC(CC(C1)C3)C2)NCCCCCCC(=O)NC2=CC(=CC=C2)C2C(NC(CC2)=O)=O 7-((adamantan-1-yl)amino)-N-(3-(2,6-dioxopiperidin-3-yl)phenyl)heptanamide